CC1=C(C=C(C=C1)C)C(C(=O)O)C(C)C 2-(2,5-dimethylphenyl)-3-methylbutyric acid